C(C)C1(OC=2C=C(C=CC2C=2N=C(SC21)NC(=O)C=2C(=NC=NC2OCC)OCC)C(F)(F)F)CC N-(4,4-diethyl-7-(trifluoromethyl)-4H-chromeno[4,3-d]thiazol-2-yl)-4,6-diethoxypyrimidine-5-carboxamide